6-(3-Methyl-1H-pyrazol-4-yl)-1-((tetrahydro-2H-pyran-4-yl)methyl)-1H-imidazo[4,5-b]pyrazin CC1=NNC=C1C1=CN=C2C(=N1)N(C=N2)CC2CCOCC2